acetylanisole C(C)(=O)C1=C(C=CC=C1)OC